ClS(=O)(=O)C=1C=C(C=CC1)NC(OC(C)(C)C)=O tert-butyl (3-(chlorosulfonyl)phenyl)carbamate